tert-butyl 6-[[4-(methylamino)-2-methylsulfanyl-pyrimidin-5-yl]methylamino]-3-azabicyclo[4.1.0]heptane-3-carboxylate CNC1=NC(=NC=C1CNC12CCN(CC2C1)C(=O)OC(C)(C)C)SC